5-((3,5-Dimethoxyphenyl)ethynyl)-4-isopropoxypyridin-2-amine COC=1C=C(C=C(C1)OC)C#CC=1C(=CC(=NC1)N)OC(C)C